CC1=COC2=CC=C(C=C2C1=O)C 3,6-dimethyl-4H-chromen-4-one